BrC=1C(=C(OCCCC2CCN(CC2)C(C(=O)OC)(C)C)C=CC1)C methyl 2-[4-[3-(3-bromo-2-methyl-phenoxy)propyl]-1-piperidyl]-2-methyl-propanoate